N(=C=S)C1=CC(=C(C=C1)C#CC1=CC=C(C=C1)C1=CC=C(C=C1)C1CCC(CC1)CCC)C 4-((4-isothiocyanato-2-methylphenyl)ethynyl)-4'-(4-propylcyclohexyl)-1,1'-biphenyl